ClC1=C(C=2C(=NC=C(C2)C=2C=C(C=CC2)N2C(CN(CC2)C(=O)OC(C)(C)C)=O)N1)CC tert-butyl 4-(3-(2-chloro-3-ethyl-1H-pyrrolo[2,3-b]pyridin-5-yl) phenyl)-3-oxopiperazine-1-carboxylate